ClC1=C(C(=O)N(C)C)C=CC(=N1)OCCCCC1CCN(CC1)C([C@](C(F)(F)F)(C1=CC=CC=C1)O)=O |o1:24| (S or R)-2-chloro-N,N-dimethyl-6-(4-(1-(3,3,3-trifluoro-2-hydroxy-2-phenylpropanoyl)piperidin-4-yl)butoxy)nicotinamide